2-(azetidin-1-ylmethyl)butanoate N1(CCC1)CC(C(=O)[O-])CC